N-[1-(acetyloxy)butan-2-yl]-alpha-asparagine C(C)(=O)OCC(CC)N[C@@H](CC(=O)O)C(N)=O